2,2-dimethylolbutyraldehyde C(O)C(C=O)(CC)CO